1-(2,5-dichlorophenyl)piperazin-2-one ClC1=C(C=C(C=C1)Cl)N1C(CNCC1)=O